4-(methylsulfonyl)-2-nitrobenzoic acid CS(=O)(=O)C1=CC(=C(C(=O)O)C=C1)[N+](=O)[O-]